(E)-4-(dimethylamino)-N'-(1-(pyridin-2-yl)ethylidene)benzohydrazide CN(C1=CC=C(C(=O)N/N=C(\C)/C2=NC=CC=C2)C=C1)C